FC(F)(F)C=1C(=C(C(=O)N)C=CC1)C(F)(F)F Di(Trifluoromethyl)Benzamide